C1(CCCCC1)OC1=CC=C2CCN(CC2=C1)C(C=C)=O 1-(7-(cyclohexyloxy)-3,4-dihydroisoquinolin-2(1H)-yl)prop-2-en-1-one